8-(4-fluoro-2,5-dimethylphenyl)-9-(4-((1-(3-fluoropropyl)azetidin-3-ylidene)methyl)phenyl)-6,7-dihydro-5H-benzo[7]annulene-3-carboxylic acid FC1=CC(=C(C=C1C)C=1CCCC2=C(C1C1=CC=C(C=C1)C=C1CN(C1)CCCF)C=CC(=C2)C(=O)O)C